ethyl (2E)-3-(4-methyl-1-{3-[(oxan-2-yl)oxy]propyl}-1H-benzotriazol-5-yl)prop-2-enoate CC1=C(C=CC=2N(N=NC21)CCCOC2OCCCC2)/C=C/C(=O)OCC